2-fluoro-5-(methylamino)-4-((pyrrolidin-1-ylsulfonyl)carbamoyl)benzoic acid FC1=C(C(=O)O)C=C(C(=C1)C(NS(=O)(=O)N1CCCC1)=O)NC